(4-bromo-7-fluorobenzo[b]thiophen-2-yl)carbamic acid tert-butyl ester C(C)(C)(C)OC(NC1=CC2=C(S1)C(=CC=C2Br)F)=O